2,4-bis(2,4-dimethyl-phenyl)-6-(2-hydroxy-4-hexyloxy-5-α-cumyl-phenyl)-s-triazine tert-butyl-(S)-2-((tert-butoxycarbonyl)amino)-3-(4-carbamoyl-[2,4'-bithiazol]-2'-yl)propanoate C(C)(C)(C)OC([C@H](CC=1SC=C(N1)C=1SC=C(N1)C(N)=O)NC(=O)OC(C)(C)C)=O.CC1=C(C=CC(=C1)C)C1=NC(=NC(=N1)C1=C(C=C(C=C1)C)C)C1=C(C=C(C(=C1)C(C)(C)C1=CC=CC=C1)OCCCCCC)O